C1(CCCCCC1)NC1=NC(=NC=C1CO)SC [4-(cycloheptylamino)-2-(methylsulfanyl)pyrimidin-5-yl]methanol